C(C)(=O)OC(CCCCCCCCC)CC\C=C/CCCCCC (Z)-eicos-13-en-10-yl acetate